[Si](C)(C)(C(C)(C)C)OCC1=CC=C(C=C1)C(O)([2H])[2H] (4-(((tert-Butyldimethylsilyl)oxy)methyl)phenyl)methan-d2-ol